2-(1-ethoxyethoxy)ethyl-amine C(C)OC(C)OCCN